2-ethylhexyl 3-((1,7,7-trimethylbicyclo[2.2.1]heptan-2-yl)thio)propanoate CC12C(CC(CC1)C2(C)C)SCCC(=O)OCC(CCCC)CC